BrC1=CC=C(C=C1)[C@H]1[C@@H](CN(CC1)C(=O)OC(C)(C)C)F Tert-Butyl (3S,4S)-4-(4-Bromophenyl)-3-Fluoro-Piperidine-1-Carboxylate